2-(3-(6-(difluoromethoxy)pyridin-3-yl)-6-oxopyridazin-1(6H)-yl)-N-((1-methyl-1H-pyrazol-5-yl)methyl)acetamide FC(OC1=CC=C(C=N1)C1=NN(C(C=C1)=O)CC(=O)NCC1=CC=NN1C)F